(1R,5S,6r)-3-(3-chlorophenyl)-3-hydroxybicyclo[3.1.0]hexane-6-carbonitrile ClC=1C=C(C=CC1)C1(C[C@H]2C([C@H]2C1)C#N)O